(S)-N-(5-(5-(2-cyclohexyl-2-hydroxyethoxy)-2-methylpyridin-4-yl)pyrazolo[1,5-a]pyridin-2-yl)cyclopropanecarboxamide C1(CCCCC1)[C@@H](COC=1C(=CC(=NC1)C)C1=CC=2N(C=C1)N=C(C2)NC(=O)C2CC2)O